NC1=C(N=C(S1)C1CCOCC1)C(=O)NCC1=C(C=CC=C1)C(F)(F)F 5-amino-2-(tetrahydro-2H-pyran-4-yl)-N-(2-(trifluoromethyl)benzyl)thiazole-4-carboxamide